FC=1C=C(C=C(C1)C1=NNC2=NC=C(C=C21)C2=CC(=CC=C2)S(=O)(=O)C)NC(=O)NC2=CC=C(C=C2)F 1-(3-fluoro-5-(5-(3-(methylsulfonyl)phenyl)-1H-pyrazolo[3,4-b]pyridin-3-yl)phenyl)-3-(4-fluorophenyl)urea